N-(3-(N,S-dimethylsulfonimidoyl)phenyl)-3-(3-fluoro-4-(trifluoromethoxy)phenoxy)-6-(trifluoromethyl)pyridazine-4-carboxamide CN=S(=O)(C)C=1C=C(C=CC1)NC(=O)C1=C(N=NC(=C1)C(F)(F)F)OC1=CC(=C(C=C1)OC(F)(F)F)F